COC=1N=C(C2=CC=C(C=C2C1)C(=O)O)C1=CC=C(C=C1)C(F)(F)F 3-methoxy-1-(4-(trifluoromethyl)phenyl)isoquinoline-6-carboxylic acid